C(C)C1(CCCCC1)OC(=O)C=1C=C(C=CC1)C1C2C3C4C=CC(C3C(C1)C2)C4 8-(3-(1-ethylcyclohexyloxycarbonyl)phenyl)-tetracyclo[4.4.0.12,5.17,10]-3-dodecene